5-(3-(1-(4,4-difluorocyclohexyl)-1H-imidazol-4-yl)-2-fluoro-6-hydroxyphenyl)-1,2,5-thiadiazolidin-3-one 1,1-dioxide FC1(CCC(CC1)N1C=NC(=C1)C=1C(=C(C(=CC1)O)N1CC(NS1(=O)=O)=O)F)F